C(C)(C)(C)C1(N(C(CC2(C1)OCCC1=C2SC=C1)C)C(=O)OCCN(C)C1=C(C=C(C=C1I)I)I)C 2-(N-methyl-2,4,6-triiodophenylamino)ethanol tert-butyl-(2R,6S)-2',6'-dimethylspiro[4,5-dihydrothieno[2,3-c]pyran-7,4'-piperidine]-1'-carboxylate